2-(3-cyclopropylmethoxy-4-methoxyphenyl)-3-(2,6-dimethyl-4-carbonylpyridin-1(4H)-yl)-acrylic acid C1(CC1)COC=1C=C(C=CC1OC)C(C(=O)O)=CN1C(=CC(C=C1C)=C=O)C